CN(CCN1C(N(CC1)C1=C(C=CC=C1)CC)=O)C {3-[2-(dimethylamino)ethyl]-2-oxoimidazolidin-1-yl}-2-ethylbenzene